3-(METHOXYCARBONYL)FURAN-2-BORONIC ACID COC(=O)C1=C(OC=C1)B(O)O